4-((S)-2-(dimethylamino)-3-((R)-3-(6-methylpyridin-3-yl)-3-(1-(trifluoromethyl)cyclopropyl)propanamido)propyl)-N,3-dimethylbenzamide CN([C@@H](CC1=C(C=C(C(=O)NC)C=C1)C)CNC(C[C@@H](C1(CC1)C(F)(F)F)C=1C=NC(=CC1)C)=O)C